2-[2-(1H-indazol-5-yl)hydrazino]-3-oxopropanoic acid ethyl ester C(C)OC(C(C=O)NNC=1C=C2C=NNC2=CC1)=O